3-(5-(4-(((4-hydroxyphenethyl)amino)methyl)pyridin-2-yl)-1-oxoisoindolin-2-yl)piperidine-2,6-dione OC1=CC=C(CCNCC2=CC(=NC=C2)C=2C=C3CN(C(C3=CC2)=O)C2C(NC(CC2)=O)=O)C=C1